C(=O)(O)C=1C=C(OC2=NC3=C(N2)C=C(C(=C3F)C3=CC=C(C=C3)C3=CC=C(C=C3)C(=O)O)F)C=CC1C 4'-(2-(3-carboxy-4-methylphenoxy)-4,6-difluoro-1H-benzo[d]imidazol-5-yl)-[1,1'-biphenyl]-4-carboxylic acid